C(C)(C)\[N+](=C/CCCCCCCCCCC)\[O-] (E)-N-isopropyl-dodecane-1-imine oxide